C(C)(C)(C)OC(=O)C=1N=CN2C1N(C(C1=CC(=CC(=C21)Br)C)=O)C 9-bromo-4,7-dimethyl-5-oxo-4,5-dihydroimidazo[1,5-a]quinazoline-3-carboxylic acid tert-butyl ester